6-(2-amino-5-bromo-6-fluoropyridin-3-yl)-3,4-dihydroisoquinolin-1(2H)-one NC1=NC(=C(C=C1C=1C=C2CCNC(C2=CC1)=O)Br)F